[Li+].CCC(C)(C)[O-] lithium 2-methyl-2-butoxide